2-((2-(isopropoxycarbonyl)benzyl)amino)-N-(2-((2-(methoxycarbonyl)-4-methylthiophen-3-yl)amino)-2-oxoethyl)-N,N-dimethyl-2-oxoethan-1-aminium C(C)(C)OC(=O)C1=C(CNC(C[N+](C)(C)CC(=O)NC2=C(SC=C2C)C(=O)OC)=O)C=CC=C1